[1,5]benzodiazepine N1C=CC=NC2=C1C=CC=C2